CN1N=C(C=C1C)NC1=NC=C(C(=N1)C1=CNC2=C(C=CC=C12)N1C(C2=CC=CC(=C2C1)C1=COC=C1)=O)C 2-(3-(2-((1,5-dimethyl-1H-pyrazol-3-yl)amino)-5-methylpyrimidin-4-yl)-1H-indol-7-yl)-4-(furan-3-yl)isoindolin-1-one